Diisodecyl-phthalat C(CCCCCCC(C)C)OC(C=1C(C(=O)OCCCCCCCC(C)C)=CC=CC1)=O